2,3-difluorophenethyl alcohol FC1=C(CCO)C=CC=C1F